C(C)(C)N1C2=C(N(C3=C(C1=O)C=CC=C3)C)N=C(N=C2)NC2=C(C=C(C=C2)N2CCN(CC2)C)OC 5-isopropyl-2-((2-methoxy-4-(4-methylpiperazin-1-yl)phenyl)amino)-11-methyl-5,11-dihydro-6H-benzo[e]pyrimido[5,4-b][1,4]diazepin-6-one